tert-butyl (S)-2-(((1-(4-fluoro-3-(trifluoromethyl) phenyl) cyclopropyl) (methoxycarbonyl) amino) methyl)-2-methylpyrrolidine-1-carboxylate FC1=C(C=C(C=C1)C1(CC1)N(C(=O)OC)C[C@]1(N(CCC1)C(=O)OC(C)(C)C)C)C(F)(F)F